NC1=C(C=C(C=C1Cl)C1=C2CN(C(C2=CC=C1)=O)C/C(/C#N)=C/C)Cl (2Z)-2-{[4-(4-amino-3,5-dichlorophenyl)-1-oxo-2,3-dihydro-1H-isoindol-2-yl]methyl}but-2-enenitrile